C(C)(C)(C)C1=CC(=NC=N1)NC(CC1=C(C=C(C=C1)OC1=NC=NC2=CC=C(C=C12)OC)F)=O N-(6-(tert-butyl)pyrimidin-4-yl)-2-(2-fluoro-4-((6-methoxyquinazolin-4-yl)oxy)phenyl)acetamide